N-{[2-(3,4-dichlorobenzoyl)-11,11-difluoro-1,3,4,7,8,9,10,11-octahydro-2H-pyrido[4',3':3,4]-pyrazolo[1,5-a]azepin-8-yl]methyl}acetamide ClC=1C=C(C(=O)N2CC=3C(=NN4C3C(CCC(C4)CNC(C)=O)(F)F)CC2)C=CC1Cl